NCC1=CN(N=C1C(=O)OCC)C1=CC(=CC=C1)Cl 4-(aminomethyl)-2-(3-chlorophenyl)-5-ethoxycarbonyl-pyrazole